CC1(N(C(CCC1)(C)C)[Li])C 2,2,6,6-tetramethylpiperidyl-lithium